CN1N=C(C=C1C)NC1=NC=C(C(=N1)C1=CNC2=C(C=CC=C12)N1C(C2=CC=CC(=C2C1)/C=C/C(=O)NC)=O)C (E)-3-(2-(3-(2-((1,5-dimethyl-1H-pyrazol-3-yl)amino)-5-methylpyrimidin-4-yl)-1H-indol-7-yl)-1-oxoisoindolin-4-yl)-N-methylacrylamide